C(CC)NC1=NNC=C1 (propylamino)pyrazole